tert-butyl (S)-4-(7-bromo-6-chloro-8-fluoro-2-(((S)-1-methylpyrrolidin-2-yl)methoxy)quinazolin-4-yl)-3-methylpiperazin-1-carboxylate BrC1=C(C=C2C(=NC(=NC2=C1F)OC[C@H]1N(CCC1)C)N1[C@H](CN(CC1)C(=O)OC(C)(C)C)C)Cl